FC1=CC(=CC=2N(C(=NC21)C)C(C)C)C2=NC(=NC=C2C)NC2=C(C=C(C(=C2)[N+](=O)[O-])F)OC (4-fluoro-1-isopropyl-2-methyl-1H-benzo[d]imidazol-6-yl)-N-(4-fluoro-2-methoxy-5-nitrophenyl)-5-methylpyrimidin-2-amine